OC1=C(C=C(C=C1)C[N-]CCCCCC#CC(F)(F)F)OC N-[(4-hydroxy-3-methoxyphenyl)methyl]-8,8,8-trifluoro-6-octynylamide